O=C1NC(CC[C@@H]1N1C(C2=CC=CC(=C2C1=O)NCC1=C(C=C(C=C1)CN1CC(C1)N1CCOCC1)F)=O)=O (S)-2-(2,6-dioxopiperidin-3-yl)-4-(2-fluoro-4-((3-morpholinoazetidin-1-yl)methyl)benzylamino)isoindoline-1,3-dione